C(C(O)CO)[C@]([C@H](CO)O)(O)[C@H](O)[C@H](O)CO 3-glyceryl-sorbitol